C(C)S(=O)(=O)C1=NN2C(N=CC=C2)=C1C1=NC=2C(=NC=C(C2)C(F)(F)F)N1C 2-(2-(ethylsulfonyl)pyrazolo[1,5-a]pyrimidin-3-yl)-3-methyl-6-(trifluoromethyl)-3H-imidazo[4,5-b]pyridine